O[C@@H](CO)[C@@H]1OC(C(=C1C(=O)[O-])O)=O.[Na+] sodium (2R)-2-[(1S)-1,2-dihydroxyethyl]-4-hydroxy-5-oxo-2H-furan-3-carboxylate